COC1N(C(N(C1OC)C)=O)C 4,5-dimethoxy-1,3-dimethyl-imidazolidin-2-one